Ethyl-Butyrate C(C)OC(CCC)=O